O1C(=CC2=C1C=CC=C2)C(C2=NC1=C(N2CC2=CC=CC=C2)C=CC=C1)N1CCN(CC1)C1=C(C=NC=C1Cl)Cl 2-(benzofuran-2-yl(4-(3,5-dichloropyridin-4-yl)piperazin-1-yl)methyl)-1-benzyl-1H-benzo[d]imidazole